diethyl-1,4-diazacyclohexane C(C)N1CCN(CC1)CC